OC1CCN(CC1)C(=O)C=1C2=C(N(N1)CC(=O)N1CCC(CC1)C1=C(C(=CC=C1)C(F)(F)F)C)C[C@@H]1[C@H]2C1 2-((3bR,4aR)-3-(4-Hydroxypiperidin-1-carbonyl)-3b,4,4a,5-tetrahydro-1H-cyclopropa[3,4]cyclopenta[1,2-c]pyrazol-1-yl)-1-(4-(2-methyl-3-(trifluoromethyl)phenyl)piperidin-1-yl)ethanon